(1s,4s)-4-((2-Chloro-5-(6-((1-(2-fluoroethyl)piperidin-4-yl)oxy)pyridazin-3-yl)pyridin-4-yl)amino)-1-methylcyclohexan-1-ol ClC1=NC=C(C(=C1)NC1CCC(CC1)(O)C)C=1N=NC(=CC1)OC1CCN(CC1)CCF